tert-butyl N-[4-[3-[1-(2,6-dioxo-3-piperidyl)-3-methyl-2-oxo-benzimidazol-5-yl]propylsulfonylcarbamoyl]cyclohexyl]carbamate O=C1NC(CCC1N1C(N(C2=C1C=CC(=C2)CCCS(=O)(=O)NC(=O)C2CCC(CC2)NC(OC(C)(C)C)=O)C)=O)=O